C(C)OC(C(=C)C)=O ethyl-2-methyl-prop-2-enoate